trichlorophenoxyacetic acid C1=C(C(=CC(=C1Cl)Cl)Cl)OCC(=O)O